8-Methyl-2-(trifluoromethyl)-3-[5-(3,3,3-trifluoropropyl)-1,2,4-oxadiazol-3-yl]-4H-pyrido[1,2-a]pyrimidin-4-one CC1=CC=2N(C(C(=C(N2)C(F)(F)F)C2=NOC(=N2)CCC(F)(F)F)=O)C=C1